ClC1=C(C=C(C=C1)Cl)S(=O)(=O)NC1=C(C(=C(C=C1)F)C=1C=C2C=NC(=NC2=CC1)NCCO)F 2,5-dichloro-N-(2,4-difluoro-3-(2-(2-hydroxyethylamino)quinazolin-6-yl)phenyl)benzenesulfonamide